2-bromo-5-(ethoxymethyl)-1,3,4-thiadiazole BrC=1SC(=NN1)COCC